MethyleneDianiline C1=CC(=CC=C1CC2=CC=C(C=C2)N)N